O1CCN(CC1)C1=CC=2N(C(=N1)OC1CCC(CC1)NC1=NC=CC=N1)C=CN2 N-((1s,4s)-4-((7-morpholinoimidazo[1,2-c]pyrimidin-5-yl)oxy)cyclohexyl)pyrimidin-2-amine